C(=O)(OC(C)(C)C)N[C@@H]1CCC(N(C1)CC1=CC=CC=C1)C (5R)-5-(N-Boc-amino)-2-methyl-1-benzyl-piperidine